(2RS)-4-methoxy-2-phenyl-N-(4-(3-(pyridin-2-yl)-1H-pyrrolo[3,2-b]pyridin-2-yl)pyridin-2-yl)butanamide COCC[C@@H](C(=O)NC1=NC=CC(=C1)C1=C(C2=NC=CC=C2N1)C1=NC=CC=C1)C1=CC=CC=C1 |r|